7,4-dihydroxy-5,6,8,3-tetramethoxyflavanol OC1=C(C(=C2C(C(C(OC2=C1OC)C1=CC=CC=C1)(O)OC)O)OC)OC